ClC1=NC=CC(=N1)C1=C(C=CC(=C1)C)OC1=C(C=C(C=C1)[N+](=O)[O-])F 2-chloro-4-[2-(2-fluoro-4-nitrophenoxy)-5-methylphenyl]pyrimidine